propargyl 2-oxoacetate O=CC(=O)OCC#C